OC1=C(C(=CC(=C1C(=O)NC(C)C)CCCCC)O)C1CCCC(=C1)C 2,6-dihydroxy-N-isopropyl-5'-methyl-4-pentyl-1',2',3',4'-tetrahydro-[1,1'-biphenyl]-3-carboxamide